C(C)OC(=O)C1=CN=C(S1)Cl 2-chlorothiazole-5-carboxylic acid ethyl ester